3-bromo-2-fluoro-4-methoxy-aniline BrC=1C(=C(N)C=CC1OC)F